C(C1=CC=CC=C1)N1CC2N(C=3N=CC(=CC3C(C2)=N)C(F)(F)F)CC1 8-benzyl-3-(trifluoromethyl)-6,6a,7,8,9,10-hexahydro-5H-pyrazino[1,2-a][1,8]naphthyridin-5-imine